(2S)-2-amino-6-{[4-(2-hydroxyethyl)piperazine-1-carbonyl]amino}hexanoic acid N[C@H](C(=O)O)CCCCNC(=O)N1CCN(CC1)CCO